5-fluoro-N-isopropyl-N-methyl-2-(1-(1-((2-oxo-2,3-dihydro-1H-benzo[d]imidazol-5-yl)methyl)piperidin-3-yl)-2-thioxo-1,2-dihydro-3H-imidazo[4,5-c]pyridin-3-yl)benzamide FC=1C=CC(=C(C(=O)N(C)C(C)C)C1)N1C(N(C2=C1C=NC=C2)C2CN(CCC2)CC2=CC1=C(NC(N1)=O)C=C2)=S